(4-(4-(Benzo[d]thiazol-7-yl)phenyl)-4-fluoropiperidin-1-yl)(2-ethynylthiazol-4-yl)methanone S1C=NC2=C1C(=CC=C2)C2=CC=C(C=C2)C2(CCN(CC2)C(=O)C=2N=C(SC2)C#C)F